BrC=1C(=CC(N(C1)C(C(=O)OCC)CC1CC1)=O)C(F)(F)F Ethyl 2-(5-bromo-2-oxo-4-(trifluoromethyl) pyridin-1(2H)-yl)-3-cyclopropylpropionate